Cl.N[C@H](CO)C1=CC(=CC(=C1)OC)F (S)-2-amino-2-(3-fluoro-5-methoxyphenyl)ethanol HCl